Methyl 1-(3-bromo-5-fluorophenyl)-3-oxocyclobutane-1-carboxylate BrC=1C=C(C=C(C1)F)C1(CC(C1)=O)C(=O)OC